tert-butyl 2-((2-(dimethylamino) ethyl) (methyl) amino)-5-nitrobenzoate CN(CCN(C1=C(C(=O)OC(C)(C)C)C=C(C=C1)[N+](=O)[O-])C)C